(1R,5S)-3-(4-methyl-6-((5-methyl-1H-pyrazol-3-yl)amino)pyrimidin-2-yl)-3,8-diazabicyclo[3.2.1]octane-8-carboxylic acid tert-butyl ester C(C)(C)(C)OC(=O)N1[C@H]2CN(C[C@@H]1CC2)C2=NC(=CC(=N2)C)NC2=NNC(=C2)C